O1CNC2=C1C=CC=N2 2,3-dihydropyrido[2,3-d][1,3]oxazole